OC=1C(=C2C=CC(=CC2=CC1)S(=O)(=O)[O-])N=NC1=C(C=C(C(=C1)C)S(=O)(=O)O)OC.[Na+].[Na+].OC=1C(=C2C=CC(=CC2=CC1)S(=O)(=O)[O-])N=NC1=C(C=C(C(=C1)C)S(=O)(=O)O)OC disodium 6-hydroxy-5-[(2-methoxy-5-methyl-4-sulfophenyl)azo]-2-naphthalenesulfonate